ClC=1C=C(C=CC1Cl)C=1N(C(=CC(C1C(=O)O)=O)CN1N=C(C=C1OCC)C)CC 2-(3,4-dichlorophenyl)-6-[(5-ethoxy-3-methyl-pyrazol-1-yl)methyl]-1-ethyl-4-oxo-pyridine-3-carboxylic acid